CC1=C(C=C(C=C1)NC(OC(C)(C)C)=O)C(NC(C)C1=CC(=C(C=C1)C#CC1CCNCC1)C=1SC=CC1)=O tert-butyl N-[4-methyl-3-[1-[4-[2-(4-piperidyl)ethynyl]-3-(2-thienyl)phenyl]ethylcarbamoyl]phenyl]carbamate